OC(CC(=O)OC)(C)C1=NC=CC(=C1)C Methyl 3-hydroxy-3-(4-methylpyridin-2-yl)butanoate